5-((2R,4S)-2-(2-(((S)-1-aminopropan-2-yl)oxy)-5-fluoropyridin-3-yl)-4-fluoropyrrolidin-1-yl)pyrazolo[1,5-a]pyrimidine-3-carboxylic acid NC[C@H](C)OC1=NC=C(C=C1[C@@H]1N(C[C@H](C1)F)C1=NC=2N(C=C1)N=CC2C(=O)O)F